5-((1R,3R)-2-(bicyclo[1.1.1]pentan-1-yl)-3-methyl-2,3,4,9-tetrahydro-1H-pyrido[3,4-b]indol-1-yl)pyridin-2-ol C12(CC(C1)C2)N2[C@@H](C=1NC3=CC=CC=C3C1C[C@H]2C)C=2C=CC(=NC2)O